amino-N-(2-morpholinyloxazolo[4,5-b]pyridin-6-yl)-[2,3'-bipyridine]-6-carboxamide NC=1C(=NC(=CC1)C(=O)NC=1C=C2C(=NC1)N=C(O2)N2CCOCC2)C=2C=NC=CC2